N1CC(C1)CN1C(C(NC2=CC(=C(C=C12)F)C1=CC(=CC2=CC=CC=C12)O)=O)=O 1-(azetidin-3-ylmethyl)-7-fluoro-6-(3-hydroxynaphthalen-1-yl)quinoxaline-2,3(1h,4h)-dione